1-methyl-2-oxo-7-(thiazol-5-yl)-1,2,3,4-tetrahydro-[1,4]diazepine CN1C(CNCC=C1C1=CN=CS1)=O